CCCCCC(CC(=O)OC(CC(=O)[O-])C[N+](C)(C)C)O 3-Hydroxyoctanoylcarnitine